C12CN(CC(CC1)N2)C(=O)C2=CC=C1C=CNC1=C2 6-{3,8-diazabicyclo[3.2.1]Octane-3-carbonyl}-1H-indole